2-(5-Fluoropyridin-2-yl)-3-(7-iodopyrazolo[1,5-a]pyridin-5-yl)-6,6-dimethyl-6,7-dihydro-4H-pyrazolo[5,1-c][1,4]oxazine FC=1C=CC(=NC1)C1=NN2C(COC(C2)(C)C)=C1C1=CC=2N(C(=C1)I)N=CC2